C(=O)=C1NC=CC2=C(C=CC=C12)N1N=CC(=C1C(F)(F)F)NC(C1=CC(=NC=C1)C(F)(F)F)=O N-(1-(1-carbonyl-1,2-dihydroisoquinolin-5-yl)-5-(trifluoromethyl)-1H-pyrazol-4-yl)-2-(trifluoromethyl)isonicotinamide